2-(tert-butyl)-5-nitrobenzo[d]oxazol-6-ol C(C)(C)(C)C=1OC2=C(N1)C=C(C(=C2)O)[N+](=O)[O-]